FC1=C(CC2=NC3=C(N2CCOC)C=C(C=C3)C(=O)O)C=C(C(=C1)C1=NC(=CC=C1)OCC1=C(C=C(C=C1)C=1N=NN(C1)C)F)F 2-(2,5-difluoro-4-(6-((2-fluoro-4-(1-methyl-1H-1,2,3-triazol-4-yl)benzyl)oxy)pyridin-2-yl)benzyl)-1-(2-methoxyethyl)-1H-benzo[d]imidazole-6-carboxylic acid